O1NCCC1 isoOxazolidine